BrCCCCCCCCCCCCCBr 1,13-dibromotridecane